C(C)OC(C1=NC=CC(=C1)C=1OC2=C(N1)C=C(C=C2)C2=CN=CN2C)=O 4-(5-(1-methyl-1H-imidazol-5-yl)benzo[d]oxazol-2-yl)picolinic acid ethyl ester